C(C)(C)(C)OC(=O)NC1(COC1)C(=O)O 3-(tert-butoxycarbonylamino)oxetane-3-carboxylic acid